Pipecolate N1C(CCCC1)C(=O)[O-]